FC(C(=O)O)(F)F.C[C@@H]1O[C@@H](CN(C1)CC1=CC=C(/C=C/C2=NNC3=C(C(=CC=C23)\C=C/2\C(NCC2C2=CC=CC=C2)=O)F)C=C1)C (E)-3-((3-((E)-4-(((2s,6r)-2,6-dimethylmorpholino)methyl)styryl)-7-fluoro-1H-indazol-6-yl)methylene)-4-phenylpyrrolidin-2-one trifluoroacetate